1,4,7,10-tetraazacyclododecane-1,4,7,10-tetra(carbonyl)tetrakis(1-hydroxy-2-pyridinone) N1(CCN(CCN(CCN(CC1)C(=O)C=1C(N(C=CC1)O)=O)C(=O)C=1C(N(C=CC1)O)=O)C(=O)C=1C(N(C=CC1)O)=O)C(=O)C=1C(N(C=CC1)O)=O